N,N-diethyl-7-nitro-2-phenyl-1H-indole-5-carboxamide C(C)N(C(=O)C=1C=C2C=C(NC2=C(C1)[N+](=O)[O-])C1=CC=CC=C1)CC